CC1=NC=C(C=C1C1=NC(=NC(=N1)C1=NC(=CC=C1)C(F)(F)F)NC1=CC(=NC=C1)C(F)(F)F)C 4-(2,5-dimethylpyridin-3-yl)-6-(6-(trifluoromethyl)pyridin-2-yl)-N-(2-(trifluoromethyl)pyridin-4-yl)-1,3,5-triazin-2-amine